CC=1C=NC(N(C1)C1=CC=C(C=C1)C(F)(F)F)N1C(=NC2=C1C=CC=C2)C 5-methyl-2-(2-methyl-1H-benzimidazol-1-yl)-N-[4-(trifluoromethyl)phenyl]pyrimidine